N4-(2-(4-methylpiperazin-1-yl)ethyl)-N2-(2-(pyridin-4-yl)ethyl)quinazoline-2,4-diamine CN1CCN(CC1)CCNC1=NC(=NC2=CC=CC=C12)NCCC1=CC=NC=C1